Boc-piperazine hydrochloride CC(C)(C)OC(=O)N1CCNCC1.Cl